Aminooxid NON